C[C@@H]1O[C@@H](CN(C1)[C@H](C)C1=NSC(=C1)NC=1C=2N(C=C(N1)C)C(=CN2)C=2C=NNC2)C 3-((R)-1-((2S,6R)-2,6-dimethylmorpholino)ethyl)-N-(6-methyl-3-(1H-pyrazol-4-yl)imidazo[1,2-a]pyrazin-8-yl)isothiazol-5-amine